N-(pyridin-4-yl)azetidine-3-carboxylic acid amide N1=CC=C(C=C1)NC(=O)C1CNC1